2-(fluoromethyl)cyclobutanecarboxylic acid FCC1C(CC1)C(=O)O